C(C)(=O)O[C@@H](C(=O)OCC)CC1=C(C=CC(=C1)CN(CCN1CCOCC1)C(=O)OC(C)(C)C)OCC1=NC(=NC=C1)C1=C(C=CC=C1)OC (R)-ethyl 2-acetoxy-3-(5-(((tert-butoxycarbonyl)(2-morpholinoethyl)amino)methyl)-2-((2-(2-methoxyphenyl)pyrimidin-4-yl)methoxy)phenyl)propanoate